1-[(3R)-1-methylpyrrolidin-3-yl]-1H-imidazo[4,5-c]Quinoline-8-carbonitrile CN1C[C@@H](CC1)N1C=NC=2C=NC=3C=CC(=CC3C21)C#N